tert-butyl (((trans)-2-(2-(2,6-dioxo-1-((2-(trimethylsilyl)ethoxy)methyl)piperidin-3-yl)-1-oxoisoindolin-4-yl)cyclopropyl)methyl)carbamate O=C1N(C(CCC1N1C(C2=CC=CC(=C2C1)[C@H]1[C@@H](C1)CNC(OC(C)(C)C)=O)=O)=O)COCC[Si](C)(C)C